NC=1C(=C(C(=O)OC2=C(C(=C(C(=C2F)F)F)F)F)C=CC1OC)Cl (2,3,4,5,6-pentafluorophenyl) 3-amino-2-chloro-4-methoxy-benzoate